tert-butyl N-[(1S)-4-(6-bromo-7-fluoro-1-oxo-2-isoquinolyl)-3-[tert-butyl(dimethyl)silyl]oxy-1-methyl-butyl]carbamate BrC=1C=C2C=CN(C(C2=CC1F)=O)CC(C[C@H](C)NC(OC(C)(C)C)=O)O[Si](C)(C)C(C)(C)C